(3S,6S,9aS)-3-benzyl-2-(3-(4-hydroxyphenyl)propyl)-6-isobutyl-8-isopentylhexahydro-4H-pyrazino[1,2-a]pyrazine-4,7(6H)-dione C(C1=CC=CC=C1)[C@@H]1N(C[C@@H]2N(C1=O)[C@H](C(N(C2)CCC(C)C)=O)CC(C)C)CCCC2=CC=C(C=C2)O